C12NCC(C1C1=NOCC(O1)CN1CCCCC1)C2 (2-azabicyclo[2.1.1]hex-5-yl)-5-(piperidin-1-ylmethyl)-5,6-dihydro-1,4,2-dioxazine